N,N,N-trimethylamine chloride [Cl-].CN(C)C